(E)-3-(1-(3-chloro-5-(trifluoromethyl)benzyl)-1H-pyrrolo[2,3-b]pyridin-3-yl)-2-cyanoacrylic acid ClC=1C=C(CN2C=C(C=3C2=NC=CC3)/C=C(/C(=O)O)\C#N)C=C(C1)C(F)(F)F